Cl.N1CC(C1)CCC(=O)OCC ethyl 3-(azetidin-3-yl)propanoate hydrochloride